(S)-10-amino-2,7-dimethyl-2,3-dihydro-[1,4]oxazepino[6,5-c]quinoline-5,6(1H,7H)-dione NC1=CC=2C3=C(C(N(C2C=C1)C)=O)C(OC[C@@H](N3)C)=O